CCCCCCC(C)CCCCCCCCCCC(=O)SCCNC(=O)CCNC(=O)[C@@H](C(C)(C)COP(=O)(O)OP(=O)(O)OC[C@@H]1[C@H]([C@H]([C@@H](O1)N2C=NC3=C(N=CN=C32)N)O)OP(=O)(O)O)O The molecule is a long-chain fatty acyl-CoA that results from the formal condensation of the thiol group of coenzyme A with the carboxy group of 12-methyloctadecanoic acid. It is a methyl-branched fatty acyl-CoA, a long-chain fatty acyl-CoA and an 11,12-saturated fatty acyl-CoA. It derives from a 12-methyloctadecanoic acid. It is a conjugate acid of a 12-methyloctadecanoyl-CoA(4-).